NC=1C(NC2=C3C=CC=NC3=C(C(=C2C1C1=C2C=NNC2=C(C(=C1)F)F)F)C1CC1)=O 3-amino-6-cyclopropyl-4-(6,7-difluoro-1H-indazol-4-yl)-5-fluoro-1H-1,7-phenanthrolin-2-one